isophthalic acid (isodecyl) (2-propylheptyl) ester C(CC)C(COC(C=1C=C(C(=O)OCCCCCCCC(C)C)C=CC1)=O)CCCCC